2-(2,6-dichloro-4-(6-(difluoromethyl)-3,5-dioxo-4,5-dihydro-1,2,4-triazin-2(3H)-yl)phenoxy)-5-hydroxy-N,N-dimethylpyridine-4-sulfonamide ClC1=C(OC2=NC=C(C(=C2)S(=O)(=O)N(C)C)O)C(=CC(=C1)N1N=C(C(NC1=O)=O)C(F)F)Cl